ClC1=C(C=CC=C1C=1N=C(C(=NC1)C=O)SC)C1=C(C(=CC=C1)C=1N=C(C(=NC1)C=O)SC)Cl 5,5'-(2,2'-dichloro-[1,1'-biphenyl]-3,3'-diyl)bis(3-(methylthio)pyrazine-2-carbaldehyde)